C1(CC1)C=1C(=CC(N2C1C1=CC=C(C=C1CC2)CCC(C)C)=O)OC[C@H]2OCCOC2 1-cyclopropyl-2-((S)-1-[1,4]dioxan-2-ylmethoxy)-9-(3-methyl-butyl)-6,7-dihydro-pyrido[2,1-a]isoquinolin-4-one